(S)-4-amino-N-(1,1-dimethyl-7-(2-oxa-6-azaspiro[3.3]heptane-6-yl)isochroman-4-yl)-N,1-dimethyl-1H-pyrazolo[4,3-c]quinoline-8-carboxamide NC1=NC=2C=CC(=CC2C2=C1C=NN2C)C(=O)N(C)[C@@H]2COC(C1=CC(=CC=C21)N2CC1(COC1)C2)(C)C